2-(difluoromethoxy)-3-{3-methyl-5h,6h,7h,8h-imidazo[1,5-a]pyrazin-1-yl}pyridine FC(OC1=NC=CC=C1C=1N=C(N2C1CNCC2)C)F